OC1=C2C=CC(=CC2=CC=C1)C1=C(C=CC=C1)CC(C)=O 1-(2-(5-hydroxynaphthalen-2-yl)phenyl)-2-propanone